COC1=C(C(=CC(=C1)C)C)C1=NC2=NC=CC=C2C=C1 2-(2-methoxy-4,6-dimethyl-phenyl)-1,8-naphthyridine